OC1=C(C=CC(=C1)O)C(CSC1=NN=C(N1)C1=CC=CC=C1)=O 1-(2,4-dihydroxyphenyl)-2-((5-phenyl-4H-1,2,4-triazol-3-yl)thio)ethan-1-one